trityl-6,7-dihydro-5H-pyrazolo[5,1-b][1,3]oxazine-3-sulfonimidamide C(C1=CC=CC=C1)(C1=CC=CC=C1)(C1=CC=CC=C1)C1=NN2C(OCCC2)=C1S(=O)(N)=N